2-(trifluoromethyl)-5-vinyl-pyridine FC(C1=NC=C(C=C1)C=C)(F)F